C(CC)C(CC(=O)OC)C=1C=NC=CC1 Methyl β-propyl-3-pyridinepropanoate